methyl 5-(2-chloro-5-(((2,6-dimethylphenyl)amino)methyl)pyrimidin-4-yl)pentanoate ClC1=NC=C(C(=N1)CCCCC(=O)OC)CNC1=C(C=CC=C1C)C